ClC=1C=C(C(=NC1)OC)S(=O)(=O)NC1=C(C(=C(C=C1)F)COC=1C=C2C(=NC1)NN=C2CC)F 5-chloro-N-[3-[([3-ethyl-1H-pyrazolo[3,4-b]pyridin-5-yl]oxy)methyl]-2,4-difluorophenyl]-2-methoxypyridine-3-sulfonamide